I(=O)(=O)(=O)[O-].[K+].[Ag+].I(=O)(=O)(=O)[O-] silver potassium periodate